FC1=C(C=CC=C1)C1=NN2C(OCC(C2)NC(=O)OC(C)(C)C)=C1C(=O)OCC Ethyl 2-(2-fluorophenyl)-6-[(2-methylpropan-2-yl)oxycarbonylamino]-6,7-dihydro-5H-pyrazolo[5,1-b][1,3]oxazine-3-carboxylate